3-[1-(1,3-thiazol-4-carbonyl)piperidin-4-yl]-1H-pyrazol-5-amine S1C=NC(=C1)C(=O)N1CCC(CC1)C1=NNC(=C1)N